5-((4-chloro-5-((2,2'-dimethyl-3'-(3-(tetrahydro-1H-furo[3,4-c]pyrrol-5(3H)-yl)propoxy)-[1,1'-biphenyl]-3-yl)methoxy)-2-formylphenoxy)methyl)nicotinonitrile ClC1=CC(=C(OCC=2C=NC=C(C#N)C2)C=C1OCC=1C(=C(C=CC1)C1=C(C(=CC=C1)OCCCN1CC2C(C1)COC2)C)C)C=O